2-tert-butyl-8-(4-chloro-2-fluoro-phenyl)-3-methyl-6-[(2R)-2-(1-methylpyrazol-4-yl)morpholin-4-yl]pyrido[3,4-d]pyrimidin-4-one C(C)(C)(C)C=1N(C(C2=C(N1)C(=NC(=C2)N2C[C@H](OCC2)C=2C=NN(C2)C)C2=C(C=C(C=C2)Cl)F)=O)C